CC(C)(C)CC(=O)OC(CN1CCN(CC1)CCCCCCN1C=CC2=CC=C(C=C12)F)(CN1N=CN=C1)C1=C(C=C(C=C1)F)F 1-(4-(6-(6-fluoro-1H-indol-1-yl)hexyl)piperazin-1-yl)-2-(2,4-difluorophenyl)-3-(1H-1,2,4-triazol-1-yl)propan-2-ol 1,1-DIMETHYLETHYL-ACETATE